4,4'-di-tert-butyl(2,2')-bipyridine C(C)(C)(C)C1=CC(=NC=C1)C1=NC=CC(=C1)C(C)(C)C